C(C)OC=1C=C(C(=O)NC2=CC=CC=C2)C=CC1C=1NC(C2=C(N1)NN=N2)=O 3-ethoxy-4-(7-oxo-6,7-dihydro-3H-[1,2,3]triazolo[4,5-d]pyrimidin-5-yl)-N-phenylbenzamide